OC1=C(CCC2=C(C=C(C=C2)CCC2=C(C=CC(=C2)C)O)O)C=C(C=C1)C 2,5-bis(2-hydroxy-5-methylbenzyl)methyl-phenol